ergosta-5,8,22-triene CC(C)[C@@H](C)C=C[C@@H](C)[C@H]1CC[C@H]2C=3CC=C4CCCC[C@]4(C)C3CC[C@]12C